1-(4-(2-(pyrrolidin-1-yl)-3-(trifluoromethyl)benzyl)piperazine-1-carbonyl)-1H-pyrazole-3-carboxylic acid N1(CCCC1)C1=C(CN2CCN(CC2)C(=O)N2N=C(C=C2)C(=O)O)C=CC=C1C(F)(F)F